3-(8-Fluorodibenzo[b,d]furan-2-yl)-5-(1H-indol-5-yl)-1,2,4-oxadiazole FC=1C=CC2=C(C3=C(O2)C=CC(=C3)C3=NOC(=N3)C=3C=C2C=CNC2=CC3)C1